NC=1OC2=C(C(C1C#N)C1=CC(=CC=C1)[N+](=O)[O-])C=CC(=C2)N(C)C 2-amino-3-cyano-4-(3-nitrophenyl)-7-(dimethylamino)-4H-benzopyran